NC1=C(C(=NC=N1)N1CCC2(CC1)[C@@H](C1=CC=CC=C1C2)N[S@](=O)C(C)(C)C)CO (R)-N-((S)-1'-(6-amino-5-(hydroxymethyl)pyrimidin-4-yl)-1,3-dihydrospiro[indene-2,4'-piperidine]-1-yl)-2-methylpropan-2-sulfinamide